N'-[5-bromo-2-methyl-6-(1-ethyl-2-propoxy-ethoxy)-3-pyridyl]-N-ethyl-N-methyl-formamidine BrC=1C=C(C(=NC1OC(COCCC)CC)C)N=CN(C)CC